ClC1=NC(=NC=C1C)NC=1C=NN(C1)C 4-chloro-5-methyl-N-(1-methyl-1H-pyrazol-4-yl)pyrimidin-2-amine